FC1=C(C(=C(C(=C1[B-](C1=C(C(=C(C(=C1F)F)F)F)F)(C1=C(C(=C(C(=C1F)F)F)F)F)C1=C(C(=C(C(=C1F)F)F)F)F)F)F)F)F.C(CCCCCCCCCCCCCCC)[NH2+]C1=CC=CC=C1 (cetyl)anilinium tetrakis(pentafluorophenyl)borate